di(4-t-butylcyclohexyl) peroxy dicarbonate C(OC1CCC(CC1)C(C)(C)C)(OOOOC(OC1CCC(CC1)C(C)(C)C)=O)=O